hydroxypropyl-salicylic acid OCCCOC=1C(C(=O)O)=CC=CC1